N-((1-(6-(6-(difluoromethyl)imidazo[1,2-b]pyridazin-3-yl)pyrimidin-4-yl)piperidin-3-yl)methyl)-2-(dimethylamino)-N-(methylsulfonyl)acetamide FC(C=1C=CC=2N(N1)C(=CN2)C2=CC(=NC=N2)N2CC(CCC2)CN(C(CN(C)C)=O)S(=O)(=O)C)F